1-butyl-2-(2-[3-(2-[1-butyl-1H-benzo[cd]indol-2-ylidene]ethylidene)-2-chloro-1-cyclohex-1-enyl]-vinyl)-benzo[cd]indolium tetrafluoroborate F[B-](F)(F)F.C(CCC)[N+]1=C(C2=C3C(C=CC=C13)=CC=C2)C=CC2=C(C(CCC2)=CC=C2N(C1=CC=CC=3C1=C2C=CC3)CCCC)Cl